BrC1=C(C(=NS1)C(F)(F)F)CO (5-bromo-3-(trifluoromethyl)isothiazol-4-yl)methanol